CC(C(=O)O)CC(=O)O.C(CCC(=O)O)(=O)OC1CC(CCC1C(C)C)C monomenthyl succinate (Monomethyl succinate)